COC=1C(=CC2=C(CCC(C(N2)=O)CCCNC)C1)OC 7,8-dimethoxy-3-(3-methylamino-propyl)-1,3,4,5-tetrahydro-benzoazepin-2-one